C12CN(CC(CC1)N2)C=2C1=C(N=C(N2)OCC23CCCN3CC3=C2C=CN=C3)C(=C(N=C1)C1=CC(=CC3=CC=CC(=C13)C#C)O)F 4-(4-(3,8-diazabicyclo[3.2.1]octan-3-yl)-2-((6,7-dihydro-5H-pyrido[4,3-a]pyrrolizin-4b(9H)-yl)methoxy)-8-fluoropyrido[4,3-d]pyrimidin-7-yl)-5-ethynylnaphthalen-2-ol